7-[4,6-difluoro-1-(p-tolylsulfonyl)indol-5-yl]oxy-3,4-dihydro-2H-isoquinolin-1-one FC1=C2C=CN(C2=CC(=C1OC1=CC=C2CCNC(C2=C1)=O)F)S(=O)(=O)C1=CC=C(C=C1)C